CC(=CCOP([O-])(=O)OP(=O)([O-])[O-])C(C)C 3,4-dimethylpent-2-en-1-yl-diphosphate